CC1=CN=C(O1)CNCCCCCCCSC1=C2CN(C(C2=CC=C1)=O)C1C(NC(CC1)=O)=O 3-(4-((7-(((5-methyloxazol-2-yl)methyl)amino)heptyl)thio)-1-oxoisoindolin-2-yl)piperidine-2,6-dione